CC1=C(OC=C1)Br methyl-bromofuran